COC(=O)C1=CC2=CN(N=C2C=C1OC)[C@H]1[C@@H](CC(CC1)=O)C 6-methoxy-2-((1R,2R)-2-methyl-4-oxocyclohexyl)-2H-indazole-5-carboxylic acid methyl ester